CN1S(CC2=C1C=CC=C2)(=O)=O 1-methyl-2,2-dioxo-3H-2,1-benzothiazol